5-fluoro-6-(1'-isopropyl-[1,4'-bipiperidin]-4-yl)-2-(4-(methyl-sulfonyl)phenyl)imidazo[1,2-a]pyridine FC1=C(C=CC=2N1C=C(N2)C2=CC=C(C=C2)S(=O)(=O)C)C2CCN(CC2)C2CCN(CC2)C(C)C